6-[2-(Cyclopropylcarbamoyl)phenyl]sulfanyl-3-[(trans)-2-[1-(3-pyrrolidin-1-ylpropyl)pyrazole-4-yl]vinyl]indazole-1-carboxylic acid tert-butyl ester C(C)(C)(C)OC(=O)N1N=C(C2=CC=C(C=C12)SC1=C(C=CC=C1)C(NC1CC1)=O)\C=C\C=1C=NN(C1)CCCN1CCCC1